OC1=C(C=CC(=C1)C(F)(F)F)C1=C(C2=C(N=N1)N(C=N2)[C@H]2CN(CCC2)C(=O)OC(C)(C)C)C tert-butyl (R)-3-(3-(2-hydroxy-4-(trifluoromethyl)phenyl)-4-methyl-7H-imidazo[4,5-c]pyridazin-7-yl)piperidine-1-carboxylate